FC1=NC(=CC(=C1)N(C(OC1=CC=CC=C1)=O)C=1SC(=C(N1)C(NC1C(CC1)(C)C)=O)C)F phenyl N-(2,6-difluoro-4-pyridyl)-N-[4-[(2,2-dimethyl cyclobutyl)carbamoyl]-5-methyl-thiazol-2-yl]carbamate